[Na+].[Na+].NC(C(=O)N1C[C@H](CC1)OC1=C(C=2O[B-](CCC2C=C1)(O)O)C(=O)O)C=1N=CNC1.NC(C(=O)N1C[C@H](CC1)OC1=C(C=2O[B-](CCC2C=C1)(O)O)C(=O)O)C=1N=CNC1 8-({(3S)-1-[amino(1H-imidazol-4-yl)acetyl]pyrrolidin-3-yl}oxy)-4,4-dihydroxy-5-oxa-4-boranuidabicyclo[4.4.0]deca-1(6),7,9-triene-7-carboxylic acid disodium salt